bis(p-vinyl-phenyl)methane C(=C)C1=CC=C(C=C1)CC1=CC=C(C=C1)C=C